FC1=C(C=C(C=C1)OC=1C(=C2C=CNC2=CC1F)C)C=1NC(=CN1)[C@]1(COC2=C1C=CC=C2CC(=O)OCC)C Ethyl (S)-2-(3-(2-(2-fluoro-5-((6-fluoro-4-methyl-1H-indol-5-yl)oxy)phenyl)-1H-imidazol-5-yl)-3-methyl-2,3-dihydrobenzofuran-7-yl)acetate